BrC=1C=NC(=NC1)C12CCC(CC2C1)OC[C@@H]1N([C@@H](C[C@@H]1NS(=O)(=O)CF)C)C(=O)OC methyl (2R,3S,5R)-2-(((6-(5-bromopyrimidin-2-yl)bicyclo[4.1.0]heptan-3-yl)oxy)methyl)-3-((fluoromethyl)sulfonamido)-5-methylpyrrolidine-1-carboxylate